ClC1=CC(=C(C=C1)CC1=CC=CC2=C1N=C1N2CCN([C@H]1C)CC=1N(C2=C(N1)C=CC(=C2)C(=O)O)C[C@H]2OCC2)F 2-{[(1S)-9-[(4-chloro-2-fluorophenyl)methyl]-1-methyl-1,2,3,4-tetrahydrobenzo[4,5]imidazo[1,2-a]pyrazin-2-yl]methyl}-3-{[(2S)-oxetan-2-yl]methyl}benzo[d]imidazole-5-carboxylic acid